3-(2-bromo-5-fluorophenyl)-1-methyl-4-nitropyrazole BrC1=C(C=C(C=C1)F)C1=NN(C=C1[N+](=O)[O-])C